1-bromo-4-(2,2-diethoxyethoxy)benzene BrC1=CC=C(C=C1)OCC(OCC)OCC